4-chloro-2-(2,6-difluoro-3-methoxyphenyl)-1,6-naphthyridin-5(6H)-one ClC1=CC(=NC=2C=CNC(C12)=O)C1=C(C(=CC=C1F)OC)F